CC(C=C(C#N)C(=O)N1C(CCC1)CN1C(N(C=2C=NC=CC21)C2=CC=C(C=C2)OC2=CC=CC=C2)=O)(C)C 4,4-Dimethyl-2-{2-[2-oxo-3-(4-phenoxyphenyl)-2,3-dihydro-imidazo[4,5-c]pyridin-1-ylmethyl]-pyrrolidine-1-carbonyl}-pent-2-enenitrile